FC1=CC(=C(C=C1)N1CN(C(C2=CC(=CC=C12)C(F)(F)F)=O)C=1C=CN=[N+](C1)[O-])C 5-(1-(4-fluoro-2-methylphenyl)-4-oxo-6-(trifluoromethyl)-1,4-dihydroquinazolin-3(2H)-yl)pyridazine 1-oxide